(4S)-4-[({2-[(6-methoxy-2-meth-yl-1,2,3,4-tetrahydroisoquinolin-7-yl)amino]quinazolin-7-yl}-amino)methyl]-1-methylpyrrolidin-2-one COC=1C=C2CCN(CC2=CC1NC1=NC2=CC(=CC=C2C=N1)NC[C@@H]1CC(N(C1)C)=O)C